(5-bromopentyloxy)benzaldehyde-O-ethyloxime C(C)ON=CC1=C(C=CC=C1)OCCCCCBr